dioctadecyl-ammonium (hydroxyphenyl)tris(pentafluorophenyl)borate OC1=C(C=CC=C1)[B-](C1=C(C(=C(C(=C1F)F)F)F)F)(C1=C(C(=C(C(=C1F)F)F)F)F)C1=C(C(=C(C(=C1F)F)F)F)F.C(CCCCCCCCCCCCCCCCC)[NH2+]CCCCCCCCCCCCCCCCCC